(R)-5-((4-(1,4-dimethyl-1H-pyrazol-5-yl)-6-(3-methylmorpholino)pyridin-2-yl)amino)-3-methyl-1H-pyrazole-1-carboxylic acid tert-butyl ester C(C)(C)(C)OC(=O)N1N=C(C=C1NC1=NC(=CC(=C1)C1=C(C=NN1C)C)N1[C@@H](COCC1)C)C